BrC=1C=CC(=NC1)C=1OCC(N1)(C)C 5-bromo-2-(4,4-dimethyloxazolin-2-yl)pyridine